N-methyl-α-amino-α-methylbutyrate CNC(C(=O)[O-])(CC)C